6-(4-amino-2,6-dichlorophenoxy)-2-(3,4-difluorobenzyl)-3,4-dihydroisoquinoline NC1=CC(=C(OC=2C=C3CCN(CC3=CC2)CC2=CC(=C(C=C2)F)F)C(=C1)Cl)Cl